N1N=CC2=CC=C(C=C12)C1=NC2=C(C=C(C=C2C(N1C)=O)C)[C@@H](C)NC=1C(=NC(=CC1)Cl)C(=O)NS(=O)(=O)C (R)-3-((1-(2-(1H-indazol-6-yl)-3,6-dimethyl-4-oxo-3,4-dihydroquinazolin-8-yl)ethyl)amino)-6-chloro-N-(methylsulfonyl)picolinamide